C(C1=CC=CC=C1)OCC1=C(C=C(C=C1)NC(C1=C(C=CC(=C1)C1=NC(=C(N=C1)NS(=O)(=O)C)Cl)F)=O)F N-(4-((Benzyloxy)methyl)-3-fluorophenyl)-5-(6-chloro-5-(methylsulfonamido)pyrazin-2-yl)-2-fluorobenzamide